CN1CCC2(CC1)CC(C1=CC=C(C=C12)C1=CNC2=NC=C(C=C21)C=2C=NC(=CC2)N2CCN(CC2)C)=O 1'-methyl-6-(5-(6-(4-methylpiperazin-1-yl)pyridin-3-yl)-1H-pyrrolo[2,3-b]pyridin-3-yl)spiro[indene-1,4'-piperidin]-3(2H)-one